(R)-6-ethoxy-2-methyl-N-(6-(6-methyl-1,2,3,6-tetrahydropyridin-4-yl)pyridazin-3-yl)-2H-indazole-5-carboxamide formate salt C(=O)O.C(C)OC=1C(=CC2=CN(N=C2C1)C)C(=O)NC=1N=NC(=CC1)C=1CCN[C@@H](C1)C